itaconic acid mono-butyl ester C(CCC)OC(C(=C)CC(=O)O)=O